BrC1=C(C2=C(CCC1)C=C(C=C2)C(=O)OC)C2=CC=C(C=C2)N2CCC(CC2)C(OC)OC methyl 6-bromo-5-[4-[4-(dimethoxymethyl)-1-piperidyl]phenyl]-8,9-dihydro-7H-benzo[7]annulene-2-carboxylate